P(=O)(OC[C@H]1O[C@@]([C@@H]([C@@H]1O)O)(C#N)C1=CC=C2C(=NC=NN21)N)(OC[C@@H](COCCCCCCCCCCCCCCCCCC)OC2=NC=C(C=C2)C#N)O ((2R,3S,4R,5R)-5-(4-aminopyrrolo[2,1-f][1,2,4]triazin-7-yl)-5-cyano-3,4-dihydroxytetrahydrofuran-2-yl)methyl ((R)-2-((5-cyanopyridin-2-yl)oxy)-3-(octadecyloxy)propyl) hydrogen phosphate